5-((6-chloroimidazo[1,2-b]pyridazin-8-yl)oxy)-4,4-difluoropentanoic acid ClC=1C=C(C=2N(N1)C=CN2)OCC(CCC(=O)O)(F)F